C1(C=CC=C1)[Ti](C1=C(C(=CC=C1F)NC(=O)C1CCCCC1)F)(C1=C(C(=CC=C1F)NC(=O)C1CCCCC1)F)C1C=CC=C1 Bis(cyclopentadienyl)bis[2,6-difluoro-3-(cyclohexylcarbonylamino)phenyl]titanium